BrC=1C=CC2=C(N(C(=N2)CCO)C)C1 2-(6-bromo-1-methyl-1H-benzo[d]imidazol-2-yl)ethan-1-ol